4-chloro-N-(6-(piperidin-4-ylidenemethyl)pyridin-2-yl)benzamide ClC1=CC=C(C(=O)NC2=NC(=CC=C2)C=C2CCNCC2)C=C1